bis-octylammonium chloride [Cl-].C(CCCCCCC)[NH2+]CCCCCCCC